(2-(3,8-diazabicyclo[3.2.1]octan-3-yl)-7-(thiazol-2-yl)-4-(trifluoromethyl)benzo[d]oxazol-5-yl)methanol C12CN(CC(CC1)N2)C=2OC1=C(N2)C(=C(C=C1C=1SC=CN1)CO)C(F)(F)F